N-{2-[1-benzyl-4-(hydroxymethyl)piperidin-4-yl]ethyl}-1-[3-(trifluoromethoxy)phenyl]piperidine-4-carboxamide C(C1=CC=CC=C1)N1CCC(CC1)(CO)CCNC(=O)C1CCN(CC1)C1=CC(=CC=C1)OC(F)(F)F